3-(2-chloro-6-methylphenyl)-5-cyclopropyl-1,2-oxazole-4-carboxylic acid ethyl ester C(C)OC(=O)C=1C(=NOC1C1CC1)C1=C(C=CC=C1C)Cl